6-((6-chloropyridin-2-yl)methylamino)-2-(5-chloropyridin-3-yl)-9H-purine ClC1=CC=CC(=N1)CNC1=C2N=CNC2=NC(=N1)C=1C=NC=C(C1)Cl